CC1OC(CN(C1)C1=C(C=C(C=C1)NC1C(N(C2=C(O1)C=CC=C2)CCCNC)=O)C)C ((4-(2,6-dimethylmorpholino)-3-methylphenyl)amino)-4-(3-(methylamino)propyl)-2H-benzo[b][1,4]oxazin-3(4H)-one